(1-(naphthyl)-4-p-toluenesulfonyl-1H-imidazol-5-yl)-2-phenylacetate C1(=CC=CC2=CC=CC=C12)N1C=NC(=C1OC(CC1=CC=CC=C1)=O)S(=O)(=O)C1=CC=C(C)C=C1